imidazol-5-ol N1C=NC=C1O